heptandioic acid C(CCCCCC(=O)O)(=O)O